C1(CC1)C1=CC=C(C=C1)C=1N=C2C(=NC1)N=C(S2)NC(=O)C=2C=NC(=CC2C2=CC(=NC=C2OC)C)C N-(6-(4-cyclopropylphenyl)thiazolo[4,5-b]pyrazin-2-yl)-5'-methoxy-2',6-dimethyl-[4,4'-bipyridyl]-3-carboxamide